[Pd](Cl)Cl.C1(=CC=CC=C1)P([C-]1C=CC=C1)C1=CC=CC=C1.[C-]1(C=CC=C1)P(C1=CC=CC=C1)C1=CC=CC=C1.[Fe+2] [1,1'-bis-(diphenylphosphino)ferrocene] palladium (II) dichloride